C(#N)C1=C2C(=CC=3OCCOC31)C=C(S2)B(O)O (5-Cyano-2,3-dihydrothieno[2',3':4,5]benzo[1,2-b][1,4]dioxin-7-yl)boronic acid